N-(3-Aminopropyl)-N-dodecylpropan-1,3-diamin NCCCN(CCCN)CCCCCCCCCCCC